P(OCCCCCCCCCCCCCCCC)(OCCCCCCCCCCCCCCCC)OCCCCCCCCCCCCCCCC tri(hexadecyl) phosphite